(2S,4S)-tert-Butyl 2-methyl-4-(2-((5-nitro-3-vinylpyridin-2-yl)oxy)ethyl)piperidine-1-carboxylate C[C@@H]1N(CC[C@@H](C1)CCOC1=NC=C(C=C1C=C)[N+](=O)[O-])C(=O)OC(C)(C)C